N-(6-aminohexyl)-2-(pyridin-4-yl)pyrido[3,4-d]pyrimidin-4-amine NCCCCCCNC=1C2=C(N=C(N1)C1=CC=NC=C1)C=NC=C2